6-bromo-N,N-bis(4-methoxybenzyl)-4-methylpyridine-2-amine BrC1=CC(=CC(=N1)N(CC1=CC=C(C=C1)OC)CC1=CC=C(C=C1)OC)C